1-Ethyl-3-hydroxy-4-(2-(3-methoxyphenyl)-3-oxoindolin-2-yl)pyrrolidine-2,5-dione C(C)N1C(C(C(C1=O)C1(NC2=CC=CC=C2C1=O)C1=CC(=CC=C1)OC)O)=O